2-(2,6-dioxopiperidin-3-yl)-5-((6-(4-hydroxy-4-phenylpiperidin-1-yl)-6-oxohexyl)amino)isoindoline-1,3-dione O=C1NC(CCC1N1C(C2=CC=C(C=C2C1=O)NCCCCCC(=O)N1CCC(CC1)(C1=CC=CC=C1)O)=O)=O